N-[(3S,4R)-3-fluoro-1-methylpiperidin-4-yl]-2-(3-{[2-methoxy-4-(4-methylpiperazine-1-carbonyl)phenyl]amino}prop-1-yn-1-yl)-1-(2,2,2-trifluoroethyl)-1H-indol-4-amine F[C@H]1CN(CC[C@H]1NC=1C=2C=C(N(C2C=CC1)CC(F)(F)F)C#CCNC1=C(C=C(C=C1)C(=O)N1CCN(CC1)C)OC)C